[Pd].ClC=1C(=C(C=CC1)C1=C(C=C(C=C1C(C)C)C(C)C)C(C)C)P(C1CCCCC1)C1CCCCC1 chloro[dicyclohexyl-[2',4',6'-tris(1-methylethyl)[1,1'-biphenyl]-2-yl]phosphine] palladium